C[Si](CCOCN1N=CC(=C1)O)(C)C ((2-(trimethylsilyl)ethoxy)methyl)-1H-pyrazol-4-ol